N-(4-((4-cyclopropylphenyl)amino)benzyl)-N-hydroxypivalamide C1(CC1)C1=CC=C(C=C1)NC1=CC=C(CN(C(C(C)(C)C)=O)O)C=C1